4-phenyl-6,7,8,9-tetrahydropyrazolo[1,5-a]pyrido[4,3-e]pyrimidin-5(4H)-one C1(=CC=CC=C1)N1C=2N(C3=C(C1=O)CCNC3)N=CC2